acetyltri-n-hexyl citrate CCCCCCOC(=O)CC(C(C(=O)C)C(=O)OCCCCCC)(C(=O)OCCCCCC)O